Methyl 1-benzyl-6-chloro-7-(naphthalen-1-ylmethyl)-5-oxo-8-(3-(trifluoromethyl)phenyl)-1,2,3,5-tetrahydroimidazo[1,2-a]pyridine-3-carboxylate C(C1=CC=CC=C1)N1CC(N2C1=C(C(=C(C2=O)Cl)CC2=CC=CC1=CC=CC=C21)C2=CC(=CC=C2)C(F)(F)F)C(=O)OC